1,2-dimethyl-4-ethyl-benzene CC1=C(C=C(C=C1)CC)C